C(CCCCCCCCCCCCCCCCCCCCC)O[C@H](CO)COP(=O)(O)OCC[N+](C)(C)C 2-behenyl-sn-glycero-3-phosphorylcholine